(S)-1-cyano-N-(4-isopropylthiazol-2-yl)-N-methylpyrrolidine-2-carboxamide C(#N)N1[C@@H](CCC1)C(=O)N(C)C=1SC=C(N1)C(C)C